ClC(OC1=CC=C(C=C1)NC(C1=CN=C(C(=C1)C1=NNC=C1)N1CCC(CC1)N(C)CC=1N=NC(=CC1)N1C(NC(CC1)=O)=O)=O)(F)F N-(4-(chlorodifluoromethoxy)phenyl)-6-(4-(((6-(2,4-dioxotetrahydropyrimidin-1(2H)-yl)pyridazin-3-yl)methyl)(methyl)amino)piperidin-1-yl)-5-(1H-pyrazol-3-yl)nicotinamide